NC(=NS(=O)(=O)C1=CC=C(C=C1)C)C1=CC=C(C=C1)F N-[amino(4-fluorophenyl)methylene]-4-(methyl)benzenesulfonamide